1-bromo-4-(bromomethyl)-2-(methoxymethyl)benzene BrC1=C(C=C(C=C1)CBr)COC